C(C1=CC=CC=C1)N(CC(=O)C1=NC=CC=C1)CCO 2-(benzyl(2-hydroxyethyl)amino)-1-(pyridine-2-yl)ethane-1-one